N-[1-(6-chloro-3-pyridyl)cyclobutyl]-6-(3,5-difluoroanilino)-3-methoxy-pyridine-2-carboxamide ClC1=CC=C(C=N1)C1(CCC1)NC(=O)C1=NC(=CC=C1OC)NC1=CC(=CC(=C1)F)F